OC(C)(C)C1=CC=2N(C=C1NC(C1=NC(=CC=C1)C(F)(F)F)=O)C=C(N2)C2CCN(CC2)C2CCN(CC2)C(=O)OC(C)(C)C Tert-butyl 4-(7-(2-hydroxypropan-2-yl)-6-(6-(trifluoromethyl)picolinamido)imidazo[1,2-a]pyridin-2-yl)-[1,4'-bipiperidine]-1'-carboxylate